Butyl-1-isobutyl-3-tert-butyl-4-hydroxy-pyrazol C(CCC)C1=C(C(=NN1CC(C)C)C(C)(C)C)O